CC1=NC(=NO1)C1=NC=C(C=N1)OC1=CC=C(C=C1)C(C)(C)C1=CC=C(OC2CC(C2)N)C=C1 (1s,3s)-3-(4-(2-(4-((2-(5-methyl-1,2,4-oxadiazol-3-yl)pyrimidin-5-yl)oxy)Phenyl)propan-2-yl)phenoxy)cyclobutylamine